NC=1SC=C(N1)C=1N=NN(C1)[C@@H]1[C@H]([C@@H](SC=2C(=NC=C(C2)Cl)C)O[C@@H]([C@@H]1O)CO)OC 5-chloro-2-methylpyridin-3-yl 3-[4-(2-aminothiazol-4-yl)-1H-1,2,3-triazol-1-yl]-3-deoxy-2-O-methyl-1-thio-alpha-D-galactopyranoside